N-(2-(2-amino-7-(1H-pyrazol-5-yl)quinolin-4-yl)ethyl)acetamide NC1=NC2=CC(=CC=C2C(=C1)CCNC(C)=O)C1=CC=NN1